1-[(4-bromo-1H-indol-2-yl)carbonyl]-N-methyl-3-piperidinecarboxamide BrC1=C2C=C(NC2=CC=C1)C(=O)N1CC(CCC1)C(=O)NC